ClC1=CC=C(CN2C3(CN(C3)C3=NC=C(C=C3)C)C(N(CC2=O)C(C)C)=O)C=C1 5-(4-chlorobenzyl)-8-isopropyl-2-(5-methylpyridin-2-yl)-2,5,8-triazaspiro[3.5]nonane-6,9-dione